C(=O)(O)C=1C=C(C=CC1O)\C=C\C1=C(C=CC(=C1)O)O trans-1-(3-carboxyl-4-hydroxyphenyl)-2-(2,5-dihydroxyphenyl)ethylene